N-cyclopentyl-5-((4-(4,4,5,5-tetramethyl-1,3,2-dioxaborolan-2-yl)phenoxy)methyl)pyrimidin-4-amine C1(CCCC1)NC1=NC=NC=C1COC1=CC=C(C=C1)B1OC(C(O1)(C)C)(C)C